1-[8-[4-(methylamino)-1-piperidyl]-4-isoquinolyl]hexahydropyrimidine CNC1CCN(CC1)C=1C=CC=C2C(=CN=CC12)N1CNCCC1